C(=O)(C=C)N Acrylamine